C1(CC1)C1=NC(=C2N1CCN(C2)C(C)=O)N2CCCC1=CC(=CC=C21)C=2C=NN(C2)CC2=NC=CC=C2 1-(3-cyclopropyl-1-(6-(1-(pyridin-2-ylmethyl)-1H-pyrazol-4-yl)-3,4-dihydroquinolin-1(2H)-yl)-5,6-dihydroimidazo[1,5-a]pyrazin-7(8H)-yl)ethan-1-one